FC1=CC=C2[C@@H](N3C(C2=C1)=CN=C3)[C@H](C(C)C)O (S)-1-((R)-8-fluoro-5H-imidazo[5,1-a]isoindol-5-yl)-2-methylpropan-1-ol